(8Z,11Z,14Z)-8,11,14-eicosatrienoic acid C(CCCCCC\C=C/C\C=C/C\C=C/CCCCC)(=O)O